8-methyl-dibenzo[b,f][1,4]oxazepine CC1=CC2=C(OC3=C(C=N2)C=CC=C3)C=C1